6-Chloro-7-[(2R)-2-{[(3-chloropyridin-2-yl)oxy]methyl}pyrrolidin-1-yl]-1-[1-(2-methoxyethyl)-3-methylazetidin-3-yl]-4-oxo-1,4-dihydroquinoline-3-carboxylic acid ClC=1C=C2C(C(=CN(C2=CC1N1[C@H](CCC1)COC1=NC=CC=C1Cl)C1(CN(C1)CCOC)C)C(=O)O)=O